2,2-dimethyl-N-[[4-[5-(trifluoromethyl)-1,2,4-oxadiazol-3-yl]phenyl]methyl]but-3-ynamide CC(C(=O)NCC1=CC=C(C=C1)C1=NOC(=N1)C(F)(F)F)(C#C)C